tert-butyl N-(tert-butoxycarbonyl)-N-(6-chloro-9H-purin-2-yl)carbamate C(C)(C)(C)OC(=O)N(C(OC(C)(C)C)=O)C1=NC(=C2N=CNC2=N1)Cl